5-[(2,4-dibromophenoxyethylsulfanyl)methyl]-1,3,4-oxadiazol-2(3H)-one BrC1=C(OCCSCC2=NNC(O2)=O)C=CC(=C1)Br